NC1=CC=CC2=CC=CC=C12 Aminonaphthalene